Cl.C1(CCCCC1)C1=CC=C(C=C1)NC(=O)[C@@H]1CNC[C@H]1C1=CC=CC=C1 |r| (±)-trans-N-(4-cyclohexylphenyl)-4-phenylpyrrolidine-3-carboxamide hydrochloride